SP(S)S trimercaptophosphorus